(E)-Methyl 10-hydroxy-3,7,11-trimethyldodeca-2,6,11-trienoate OC(CCC(=CCC/C(=C/C(=O)OC)/C)C)C(=C)C